NCCC(=O)N1CCN(CC1)C(C1=C(C=C(C=C1)NC=1C=2N(C=CN1)C(=CN2)C2=CC=C(C=C2)OC(F)F)C)=O 3-amino-1-[4-[4-[[3-[4-(difluoromethoxy)phenyl]imidazo[1,2-a]pyrazin-8-yl]amino]-2-methylbenzoyl]piperazin-1-yl]propan-1-one